CN(CC(=O)N1CCC2(CN(C(N2CC2=CC(=CC=C2)OC)=O)C2=NC=C(C(=N2)OC)C=2C=NNC2)CC1)C 8-(2-(dimethylamino)acetyl)-3-(4-methoxy-5-(1H-pyrazol-4-yl)pyrimidin-2-yl)-1-(3-methoxybenzyl)-1,3,8-triazaspiro[4.5]decan-2-one